C(C)N(CC=1C=NC(=CC1)\C=C\C1=NN(C2=CC(=CC=C12)I)C1OCCCC1)CC N-ethyl-N-[[6-[(trans)-2-(6-iodo-1-tetrahydropyran-2-yl-indazol-3-yl)vinyl]-3-pyridinyl]methyl]ethylamine